C(C)(=O)OCCC(=C)C 3-methyl-3-butene-1-ol acetate